ClC=1SC(=CC1CCC(=O)Cl)Cl (2,5-dichlorothiophen-3-yl)propionyl chloride